α-methylpentanoate CC(C(=O)[O-])CCC